2-(2,5-Dichlorobenzyl)-4-(3,4-dichlorophenyl)imidazole ClC1=C(CC=2NC=C(N2)C2=CC(=C(C=C2)Cl)Cl)C=C(C=C1)Cl